C(C1=CC=CC=C1)OC=1C=C2C=CC(=CC2=C(C1N1S(NC(C1)=O)(=O)=O)F)OC1CCN(CC1)C(=O)OC(C)(C)C tert-butyl 4-((6-(benzyloxy)-7-(1,1-dioxido-4-oxo-1,2,5-thiadiazolidin-2-yl)-8-fluoronaphthalen-2-yl)oxy)piperidine-1-carboxylate